C[C@@H]1N(CC1)C=1N=C(C2=C(N1)CCC2)C=2C=C(C=CC2)CCC(=O)[O-] (S)-3-(3-(2-(2-methylazetidin-1-yl)-6,7-dihydro-5H-cyclopenta[d]pyrimidin-4-yl)phenyl)propanoate